(3-Chloro-2-fluorophenyl)(cyclobutyl)methanol ClC=1C(=C(C=CC1)C(O)C1CCC1)F